COC([C@H](C1=CC=C(C=C1)C(F)(F)F)N1CCC(CC1)[C@H]1CC(=NO1)Br)=O.FC1=CC=C(C=C1)[C@@H]1C(NC[C@H](C1)C1=CC=C(C=C1)SC)=O Trans-3-(4-fluorophenyl)-5-(4-methylthiophenyl)piperidin-2-one Methyl-(2S)-2-[4-[(5R)-3-bromo-4,5-dihydroisoxazol-5-yl]-1-piperidyl]-2-[4-(trifluoromethyl)phenyl]acetate